CC1=NC2=CC=C(C=C2C(=C1)C=1C=C(C(=O)OC(C)(C)C)C=CC1)C(=O)N1CCOCC1 tert-butyl 3-(2-methyl-6-(morpholine-4-carbonyl)quinolin-4-yl)benzoate